(R)-8-(1-((6-chloro-2-(5-chloro-1-hydroxy-1H-benzo[d][1,2,6]oxazaborinin-6-yl)pyridine-3-yl)amino)ethyl)-2-isopropyl-3,6-dimethyl-4H-chromen-4-one ClC1=CC=C(C(=N1)C=1C=CC2=C(C=NOB2O)C1Cl)N[C@H](C)C=1C=C(C=C2C(C(=C(OC12)C(C)C)C)=O)C